5-{2-[6-(Carbamoylmethyl)-Decahydroisoquinolin-2-yl]-2-oxoacetamido}pyridine-3-carboxamide C(N)(=O)CC1CC2CCN(CC2CC1)C(C(=O)NC=1C=C(C=NC1)C(=O)N)=O